ClC1=CC2=C(CCC3=C(N2CCCCN)C=CC(=C3)OCC#C)C=C1 4-[7-chloro-2-(prop-2-yn-1-yloxy)-10,11-dihydro-5H-dibenzo[b,f]azepin-5-yl]butan-1-amine